5-chloro-4-morpholino-2-(4-pyridinyl)-1H-pyrimidin-6-one ClC1=C(N=C(NC1=O)C1=CC=NC=C1)N1CCOCC1